methyl N-[4-methyl-5-({4-[(2S)-2-{[7-(trifluoromethyl)thieno[3,2-d]pyrimidin-4-yl]amino}propyl]piperazin-1-yl}sulfonyl)-1,3-thiazol-2-yl]carbamate CC=1N=C(SC1S(=O)(=O)N1CCN(CC1)C[C@H](C)NC=1C2=C(N=CN1)C(=CS2)C(F)(F)F)NC(OC)=O